N-[2-(methacryloyloxy)ethyl]-N,N,N-trimethyl-ammonium iodide [I-].C(C(=C)C)(=O)OCC[N+](C)(C)C